dimethyl-ketene CC(=C=O)C